CN1C(C(=C(C2=CC(=C(C=C12)NC1COC1)C)N1CCC(CC1)C=1OC2=C(N1)C=C(C=C2)C)C#N)=O 1,6-dimethyl-4-[4-(5-methyl-1,3-benzoxazol-2-yl)piperidin-1-yl]-7-[(oxetan-3-yl)amino]-2-oxo-1,2-dihydroquinoline-3-carbonitrile